(S)-N-(3-chloro-4-cyanophenyl)-3-(6-fluoro-1H-indol-1-yl)-2-hydroxy-2-methylpropanamide ClC=1C=C(C=CC1C#N)NC([C@@](CN1C=CC2=CC=C(C=C12)F)(C)O)=O